P(=O)(O)(O)C(=O)O PhosphonoCarboxylic acid